C(C)OCC1OC(CS1)N1C(N=CC=C1)=O 1-[2-(ethoxymethyl)-1,3-oxathiolan-5-yl]-1,2-dihydropyrimidin-2-one